C12CN(CC2C1)C1=CC=CN=N1 6-{3-Azabicyclo[3.1.0]hexan-3-yl}pyridazin